N-(3-cyclopropyl-1H-pyrazolo[4,3-c]pyridin-6-yl)acetamide (1r,3r)-3-(thiazolo[5,4-c]pyridin-7-yl)cyclobutyl-((2-(2,6-dioxopiperidin-3-yl)-4-fluoro-3-oxoisoindolin-5-yl)methyl)carbamate N1=CSC=2C=NC=C(C21)C2CC(C2)N(C(O)=O)CC=2C(=C1C(N(CC1=CC2)[C@H]2C(NC(CC2)=O)=O)=O)F.C2(CC2)C2=NNC1=C2C=NC(=C1)NC(C)=O